NCC1=NC2=C(C=CC=C2C=C1)N(C)C 2-(Aminomethyl)-N,N-dimethylquinolin-8-amine